N-(5,5-difluoropiperidin-3-yl)-2-methyl-5-[(pyridin-2-yl)methoxy]pyrazolo[1,5-a]pyridine-3-carboxamide FC1(CC(CNC1)NC(=O)C=1C(=NN2C1C=C(C=C2)OCC2=NC=CC=C2)C)F